3',6'-di(azetidin-1-yl)-6-(4-(2-((6-chlorohexyl)oxy)ethoxy)but-1-en-1-yl)-3H-spiro[isobenzofuran-1,9'-xanthen]-3-one N1(CCC1)C=1C=CC=2C3(C4=CC=C(C=C4OC2C1)N1CCC1)OC(C1=CC=C(C=C13)C=CCCOCCOCCCCCCCl)=O